ClC=1C=C2C(=C3C4(NC(NC13)=O)CCCCC4)OC(=C2)C(=O)NC2C[C@H]4C([C@H]4C2)(F)F 5'-chloro-N-[(1R,5S)-6,6-difluorobicyclo[3.1.0]hexan-3-yl]-7'-oxo-7',8'-dihydro-6'H-spiro[cyclohexane-1,9'-furo[2,3-f]quinazoline]-2'-carboxamide